O=C1C=CC(=CN1)C#N 6-oxo-1,6-dihydro-pyridin-3-carbonitrile